C(C1=CC=CC=C1)N1C2=NC=NC(=C2N=C1C1=C(C=C(OCC(=O)NC)C=C1)Cl)OC1(CC1)C 2-(4-(9-benzyl-6-(1-methylcyclopropoxy)-9H-purin-8-yl)-3-chloro-phenoxy)-N-methylacetamide